COC(CC(C)NC1=C(C(=CC(=C1)Br)F)[N+](=O)[O-])=O 3-((5-bromo-3-fluoro-2-nitrophenyl)amino)butyric acid methyl ester